ClC=1SC(=C(N1)C(NC1=C(C(=C(C(=C1F)F)C1=CC(=CC=C1)OC([2H])([2H])[2H])F)F)=O)C(=O)OCC Ethyl 2-chloro-4-((2,3,5,6-tetrafluoro-3'-(methoxy-d3)-[1,1'-biphenyl]-4-yl)carbamoyl)thiazole-5-carboxylate